3-(Trans-4-(2-((1R,5S)-3-(2,3-dichlorophenyl)-3,8-diazabicyclo[3.2.1]octane-8-yl)ethyl)cyclohexyl)-1,1-dimethylurea ClC1=C(C=CC=C1Cl)N1C[C@H]2CC[C@@H](C1)N2CC[C@@H]2CC[C@H](CC2)NC(N(C)C)=O